(S)-4-amino-1-ethylpyrrolidin-2-one HCl Cl.N[C@H]1CC(N(C1)CC)=O